FCC1=C(C(C(=CN1C)C(=O)N)=O)C1=C(C=C(C=C1)F)C 6-(fluoromethyl)-5-(4-fluoro-2-methylphenyl)-1-methyl-4-oxopyridine-3-carboxamide